NC1=C2C(=NC=N1)N(N=C2C2=CC=C(C=C2)OC2=CC=CC=C2)C2CCN(CC2)CCN2CCN(CC2)CCCSC=2C=C1CN(C(C1=CC2)=O)C2C(NC(CC2)=O)=O 3-(5-((3-(4-(2-(4-(4-amino-3-(4-phenoxyphenyl)-1H-pyrazolo[3,4-d]pyrimidin-1-yl)piperidin-1-yl)ethyl)piperazin-1-yl)propyl)thio)-1-oxoisoindolin-2-yl)piperidine-2,6-dione